OC[C@H]1O[C@H]([C@@]2(CCO2)[C@@H]1O)N1C=C(C2=C1N=CN=C2C)C=2SC=CN2 (4R,5R,7R,8R)-7-(hydroxymethyl)-5-(4-methyl-5-(thiazol-2-yl)-7H-pyrrolo[2,3-d]pyrimidin-7-yl)-1,6-dioxaspiro[3.4]octane-8-ol